methyl (S)-9-(1-ethyl-3-(trifluoromethyl)-1H-pyrazol-4-yl)-4-(6-methoxychroman-4-yl)-5-oxo-2,3,4,5-tetrahydrobenzo[f][1,4]oxazepine-7-carboxylate C(C)N1N=C(C(=C1)C1=CC(=CC=2C(N(CCOC21)[C@H]2CCOC1=CC=C(C=C21)OC)=O)C(=O)OC)C(F)(F)F